5-(2-(4-(3-(aminomethyl)phenyl)piperidin-1-yl)-2-oxoethyl)-2-fluorophenylboronic acid NCC=1C=C(C=CC1)C1CCN(CC1)C(CC=1C=CC(=C(C1)B(O)O)F)=O